O=C1C=2N(CCN1)N=CC2NC(OC(C)(C)C)=O tert-Butyl (4-oxo-4,5,6,7-tetrahydropyrazolo[1,5-a]pyrazin-3-yl)carbamate